BrC1=NN(C(=C1C(=O)N)NC1=NC(=CC=C1)C(F)(F)F)COCC[Si](C)(C)C 3-bromo-5-{[6-(trifluoromethyl)pyridin-2-yl]amino}-1-{[2-(trimethylsilyl)ethoxy]methyl}-1H-pyrazole-4-carboxamide